(2-(furan-2-yl)-2-oxoethyl)glutamic acid-13C O1C(=CC=C1)C(CN[13C@@H](CCC(=O)O)C(=O)O)=O